BrC1=CN=C2N1N=C(C=C2)C=2C=C(O[C@H](CN1N=NN=C1)C)C=CC2 1-[(2S)-2-(3-{3-bromoimidazo[1,2-b]pyridazin-6-yl}phenoxy)propyl]-1H-tetrazole